5-(2-(Trifluoromethoxy)phenyl)oxazole-2-carboxylic acid ethyl ester C(C)OC(=O)C=1OC(=CN1)C1=C(C=CC=C1)OC(F)(F)F